(R)-N-((S)-cyano((1r,4S)-4-(trifluoromethyl)cyclohexyl)methyl)-4-methylbenzenesulfinamide C(#N)[C@@H](N[S@](=O)C1=CC=C(C=C1)C)C1CCC(CC1)C(F)(F)F